((2-(tert-butoxycarbonyl)-1,2,3,4-tetrahydroisoquinolin-5-yl)methyl)triphenylphosphonium bromide [Br-].C(C)(C)(C)OC(=O)N1CC2=CC=CC(=C2CC1)C[P+](C1=CC=CC=C1)(C1=CC=CC=C1)C1=CC=CC=C1